OC1=C(C=C(C=C1)C=CC(=O)O)OC 4-hydroxy-3-methoxyl-benzeneacrylic acid